C(C)(C)(C)N(C(=O)OC1CN(CCC1)C1=NC=CC=C1)CCOCCOCC(CN)F pyridin-2-yl-piperidin-3-ol Tert-Butyl-N-[2-[2-(3-amino-2-fluoro-propoxy)ethoxy]ethyl]carbamate